methyl 2-[[4-[tert-butyl(dimethyl)silyl]oxy-5-morpholino-pentyl]amino]thiazole-4-carboxylate [Si](C)(C)(C(C)(C)C)OC(CCCNC=1SC=C(N1)C(=O)OC)CN1CCOCC1